(((1-(tert-butoxycarbonyl)azetidin-3-yl)methyl)amino)-2-methylisoquinolin-2-ium C(C)(C)(C)OC(=O)N1CC(C1)CNC1=[N+](C=CC2=CC=CC=C12)C